(oxetane-3-yl)methylmethyldi-i-propyl-oxysilane O1CC(C1)C[Si](OC(C)C)(OC(C)C)C